BrC=1C=C(C=C(C1)Br)C1=CC=C(C=C1)C=1C=CC2=C(OC3=C2C=CC=C3)C1 3-(3',5'-dibromo-[1,1'-Biphenyl]-4-yl)dibenzo[b,d]furan